(S)-(5-(1-methyl-1H-pyrazol-3-yl)-1,3,4-thiadiazol-2-yl)(4-(4-methylpyrazolo[1,5-a]pyridin-2-yl)-1,4,6,7-tetrahydro-5H-imidazo[4,5-c]pyridin-5-yl)methanone CN1N=C(C=C1)C1=NN=C(S1)C(=O)N1[C@@H](C2=C(CC1)NC=N2)C2=NN1C(C(=CC=C1)C)=C2